Cl.O1COC2=C1C=CC(=C2)C([C@H](C)NC)=O (S)-1-(Benzo[d][1,3]dioxol-5-yl)-2-(methylamino)propan-1-one Hydrochloride